cyclohexylpropaneN C1(CCCCC1)C=CC